2,5-dimethylhexanol CC(CO)CCC(C)C